3-[trans-4-(methylcarbamoyl)cyclohexyl]-1-oxa-2,8-diazaspiro[4.5]dec-2-ene-8-carboxylic acid tert-butyl ester C(C)(C)(C)OC(=O)N1CCC2(CC(=NO2)[C@@H]2CC[C@H](CC2)C(NC)=O)CC1